(S)-2-(2,6-dichlorobenzamido)-3-(2-(3-(1,4,5,6-tetrahydropyrimidin-2-ylamino)benzamido)acetamido)propanoic acid ClC1=C(C(=O)N[C@H](C(=O)O)CNC(CNC(C2=CC(=CC=C2)NC=2NCCCN2)=O)=O)C(=CC=C1)Cl